3-[(4S)-4-[2-[5-[[6,7-difluoro-4-(methylcarbamoyl)-1H-indol-5-yl]oxy]-2-fluoro-phenyl]-1H-imidazol-4-yl]-4-methyl-chroman-8-yl]propanoic acid FC1=C(C(=C2C=CNC2=C1F)C(NC)=O)OC=1C=CC(=C(C1)C=1NC=C(N1)[C@]1(CCOC2=C(C=CC=C12)CCC(=O)O)C)F